6-((1H-indazol-4-yl)methyl)-2-(3-(hydroxymethyl)benzyl)-4-methyl-4,6-dihydro-5H-thiazolo[5',4':4,5]pyrrolo[2,3-d]pyridazin-5-one N1N=CC2=C(C=CC=C12)CN1N=CC2=C(C1=O)N(C1=C2SC(=N1)CC1=CC(=CC=C1)CO)C